Methyl 2-{[(2Z)-7-chloro-9-fluoro-5-(2-fluorophenyl)-2,3-dihydro-1H-1,4-benzodiazepin-2-ylidene]amino}-3-hydroxypropanoate ClC=1C=C(C2=C(C(=NC/C(/N2)=N/C(C(=O)OC)CO)C2=C(C=CC=C2)F)C1)F